C(CCCCCCC\C=C/C\C=C/CCCCC)OC(CCCCCCC)=O octanoic acid-(10Z,12Z)-octadec-9,12-dien-1-yl ester